C(C(C)C)N1C2=CC=CC=C2C=2C=C(N=CC12)\C=N\NC=1C(N=C2C=CC=CC12)=O 3-(((E)-(9-isobutyl-beta-carbolin-3-yl)methylene)hydrazino)indol-2-one